(2S,4R)-1-[(2S)-3,3-dimethyl-2-[4-[3-oxo-3-(p-tolyl)propyl]triazol-1-yl]butanoyl]-4-hydroxy-N-methyl-pyrrolidine-2-carboxamide CC([C@@H](C(=O)N1[C@@H](C[C@H](C1)O)C(=O)NC)N1N=NC(=C1)CCC(C1=CC=C(C=C1)C)=O)(C)C